1-{4-[(2-{3-[(4-methanesulfonyl-phenyl)amino]prop-1-yn-1-yl}-1-(2,2,2-trifluoroethyl)-1H-indol-4-yl)amino]piperidin-1-yl}propan-2-ol CS(=O)(=O)C1=CC=C(C=C1)NCC#CC=1N(C2=CC=CC(=C2C1)NC1CCN(CC1)CC(C)O)CC(F)(F)F